C(C)(C)(C)[Si](C)(C)OCC=CC1=CC=CC=C1 tert-butyl-(cinnamyloxy)dimethyl-silane